N1=C(C=C(C=C1C)C)C syn-collidine